CC1C=2C3=C(N(N=C3CCN1C(=O)C1(CC1)C#N)C1=NNC=C1)N=C(C2)N2[C@@H](COCC2)C 1-(6-methyl-4-((R)-3-methylmorpholinyl)-2-(1H-pyrazol-3-yl)-6,7,8,9-tetrahydro-2H-1,2,3,7-tetraazabenzo[cd]azulene-7-carbonyl)cyclopropane-1-carbonitrile